COC1=CC=C(C=C1)CN1C(C=2N(C(=C1)C)N=CC2C(=O)N2CCC(CC2)OC2=CC=CC=C2)=O 5-[(4-methoxyphenyl)methyl]-7-methyl-3-(4-phenoxypiperidine-1-carbonyl)pyrazolo[1,5-a]pyrazin-4(5H)-one